ClC1=C(C=C2CCN(C2=C1)C1=NC=NC2=CC=C(C=C12)C=1C=CC(=NC1)CO)F [5-[4-(6-chloro-5-fluoro-indolin-1-yl)quinazolin-6-yl]-2-pyridyl]methanol